6-chloro-7-methyl-2H-chromene-3-carboxylic acid ClC=1C=C2C=C(COC2=CC1C)C(=O)O